7-[5-[1-[4-(Hydroxymethyl)cyclohexyl]triazol-4-yl]-4-(isopropylamino)-2-pyridyl]pyrrolo[1,2-b]pyridazine-3-carbonitrile OCC1CCC(CC1)N1N=NC(=C1)C=1C(=CC(=NC1)C1=CC=C2N1N=CC(=C2)C#N)NC(C)C